1-(5-(2-(2-(2,4-dimethyl-1H-imidazol-1-yl)ethoxy)-4-fluorophenyl)-1H-indazol-3-yl)-N,N-dimethylmethanamine CC=1N(C=C(N1)C)CCOC1=C(C=CC(=C1)F)C=1C=C2C(=NNC2=CC1)CN(C)C